benzyl 6-(4-(((R)-1-(3-(difluoromethyl)-2-fluorophenyl)ethyl)amino)-8-methyl-7-oxo-7,8-dihydropyrido[2,3-d]pyrimidin-6-yl)-7-oxa-3-azabicyclo[4.1.0]heptane-3-carboxylate FC(C=1C(=C(C=CC1)[C@@H](C)NC=1C2=C(N=CN1)N(C(C(=C2)C21CCN(CC1O2)C(=O)OCC2=CC=CC=C2)=O)C)F)F